C(C)C(COC(=O)C1CCC(CC1)C(=O)OCC(CCCC)CC)CCCC cyclohexane-1,4-dicarboxylic acid bis-(2-ethylhexyl) ester